C(C)(C)(C)P([C-]1C=CC=C1)C(C)(C)C.[CH-]1C=CC=C1.[Fe+2] 1'-(di-t-butylphosphino)ferrocene